ClC1=C2C(C(NC2=C(C=C1)Cl)=O)(O)CC(=O)NC1(CCSCC1)C(=O)O 4-(2-(4,7-Dichloro-3-hydroxy-2-oxoindolin-3-yl)acetamido)tetrahydro-2H-thiopyran-4-carboxylic acid